(3S,5S,6R,8S)-8-Allyl-6-(3-chlorophenyl)-5-(4-chlorophenyl)-3-isopropyl-8-methyl-2,3,5,6,7,8-hexahydrooxazolo[3,2-a]pyridin-4-ium naphthalene-1-sulfonate C1(=CC=CC2=CC=CC=C12)S(=O)(=O)[O-].C(C=C)[C@@]1(C2=[N+]([C@@H]([C@H](C1)C1=CC(=CC=C1)Cl)C1=CC=C(C=C1)Cl)[C@H](CO2)C(C)C)C